COC(C(C)C1=CC(=C(C=C1)Br)F)=O 2-(4-bromo-3-fluorophenyl)propionic acid methyl ester